N-((R)-(2-((S)-1-Amino-2-(1-(trifluoromethyl)cyclopropyl)ethyl)-1H-benzo[d]imidazol-6-yl)(cyclopropyl)methyl)-2-(3,3-difluorocyclobutyl)acetamide N[C@@H](CC1(CC1)C(F)(F)F)C1=NC2=C(N1)C=C(C=C2)[C@H](NC(CC2CC(C2)(F)F)=O)C2CC2